(2-methoxyphenyl)oxirane COC1=C(C=CC=C1)C1OC1